ClC1=C(C=CC2=C1C=C(O2)C(=O)O)N2CCN(CC2)CC2=C(C=CC(=C2)Cl)Cl 4-chloro-5-[4-(2,5-dichloro-benzyl)-piperazin-1-yl]-benzofuran-2-carboxylic acid